N1(C=NC=C1)[C@@H]1CC2=CC[C@H]3[C@@H]4CC=C([C@@]4(C)CC[C@@H]3[C@]2(CC1)C)N1C=NC2=C1C=CC=C2 3β-(1H-Imidazol-1-yl)-17-(1H-benzimidazol-1-yl)androsta-5,16-dien